CN1C(=CC=2N=CN=C(C21)SC)C(=O)OCC Ethyl 5-methyl-4-(methylsulfanyl)-5H-pyrrolo[3,2-d]pyrimidine-6-carboxylate